N-((S)-1,1-dicyclopropyl-3-((2-fluoro-5-methyl-4-((S)-1-oxo-1-((2,2,2-trifluoroethyl)amino)propan-2-yl)phenyl)amino)-3-oxopropan-2-yl)-1-isopropyl-1H-pyrazole-5-carboxamide C1(CC1)C([C@@H](C(=O)NC1=C(C=C(C(=C1)C)[C@@H](C(NCC(F)(F)F)=O)C)F)NC(=O)C1=CC=NN1C(C)C)C1CC1